3-(4-aminophenyl-ethyl)-2-(1,4-bis(4-fluorophenyl)-1H-pyrazol-3-yl)oxazolidin-4-one NC1=CC=C(C=C1)CCN1C(OCC1=O)C1=NN(C=C1C1=CC=C(C=C1)F)C1=CC=C(C=C1)F